methyl-indole-2-carboxamide CC1=C(NC2=CC=CC=C12)C(=O)N